4-(4-fluoropyrazolo[1,5-a]pyridin-2-yl)-1-tetrahydropyran-2-yl-4,5,6,7-tetrahydroimidazo[4,5-c]pyridine FC=1C=2N(C=CC1)N=C(C2)C2NCCC1=C2N=CN1C1OCCCC1